((1s,3s)-3-Hydroxy-3-methylcyclobutyl)(7-(m-tolyl)-2-azaspiro[3.5]nonan-2-yl)methanon OC1(CC(C1)C(=O)N1CC2(C1)CCC(CC2)C=2C=C(C=CC2)C)C